N-[[6-[4-[(2-methylimidazol-1-yl)methyl]benzoyl]-6-azaspiro[2.5]octan-2-yl]methyl]furo[2,3-c]pyridine-2-carboxamide CC=1N(C=CN1)CC1=CC=C(C(=O)N2CCC3(C(C3)CNC(=O)C3=CC=4C(=CN=CC4)O3)CC2)C=C1